ICC(C(=O)O)CCCC iodomethylhexanoic acid